(2-(((tert-butyldimethylsilyl)oxy)methyl)-4-methyl-2,3-dihydro-1H-pyrrol-1-yl)methanone [Si](C)(C)(C(C)(C)C)OCC1N(C=C(C1)C)C=O